(S)-2-(3-(benzyloxy)phenyl)-2-cyclopropylethan-1-ol C(C1=CC=CC=C1)OC=1C=C(C=CC1)[C@@H](CO)C1CC1